ethyl 1-(2-acetoxyethyl)-4-bromo-3-(4-fluorophenyl)-1H-pyrazole-5-carboxylate C(C)(=O)OCCN1N=C(C(=C1C(=O)OCC)Br)C1=CC=C(C=C1)F